N-(7-benzyl-6,8-dioxo-6,7,8,9-tetrahydro-1H-purin-2-yl)acetamide C(C1=CC=CC=C1)N1C(NC=2N=C(NC(C12)=O)NC(C)=O)=O